(S)-1-(3-(4-amino-7-ethyl-3-((6-fluoro-1-methyl-1H-benzo[d]imidazol-5-yl)ethynyl)-1H-pyrazolo[4,3-c]pyridin-1-yl)pyrrolidin-1-yl)prop-2-en-1-one silver-aluminum-platinum [Pt].[Al].[Ag].NC1=NC=C(C2=C1C(=NN2[C@@H]2CN(CC2)C(C=C)=O)C#CC2=CC1=C(N(C=N1)C)C=C2F)CC